COC=1C=C(C=O)C=CC1 3-Methoxybenzaldehyd